6-((4,6-dimethyl-2-oxo-1,2-dihydropyridin-3-yl)methyl)-2-(trans-4-(dimethylamino)cyclohexyl)-2,4-dimethyl-9-(pyridin-3-yl)-7,8-dihydro-[1,3]dioxolo[4,5-g]isoquinolin-5(6H)-one CC1=C(C(NC(=C1)C)=O)CN1C(C=2C(=C3C(=C(C2CC1)C=1C=NC=CC1)OC(O3)(C)[C@@H]3CC[C@H](CC3)N(C)C)C)=O